CC(C)N1C(C2=CC=CC=C2C=N1)=O 2-(1-methylethyl)-1(2H)-phthalazinone